4'-dimethylallylresveratrol CC(=CCC1(CC=C(C=CC2=CC(O)=CC(O)=C2)C=C1)O)C